5-(2-(tert-butylamino)-2-oxoacetyl)-1,1-difluoro-N-((S)-3-oxo-1-((S)-2-oxopyrrolidin-3-yl)-4-(trifluoromethoxy)butan-2-yl)-5-azaspiro[2.4]heptane-6-carboxamide C(C)(C)(C)NC(C(=O)N1CC2(CC2(F)F)CC1C(=O)N[C@@H](C[C@H]1C(NCC1)=O)C(COC(F)(F)F)=O)=O